N-(2-(4-(4-ethylpiperazine-1-yl)piperidine-1-yl)-4-methoxy-5-((6-(3-methyl-3-phenylisoxazolidine-2-yl)pyrimidine-4-yl)amino)-phenyl)acrylamide C(C)N1CCN(CC1)C1CCN(CC1)C1=C(C=C(C(=C1)OC)NC1=NC=NC(=C1)N1OCCC1(C1=CC=CC=C1)C)NC(C=C)=O